(E)-3-(4-(4-Aminobut-1-en-1-yl)-3-methyl-2-oxo-2,3-dihydro-1H-benzo[d]imidazol-1-yl)piperidine-2,6-dione NCC/C=C/C1=CC=CC=2N(C(N(C21)C)=O)C2C(NC(CC2)=O)=O